2-bromo-2-(3,3-dimethoxycyclopentyl)acetaldehyde BrC(C=O)C1CC(CC1)(OC)OC